N(=[N+]=[N-])CC1CCN(CC1)CCNS(=O)(=O)C1=CC=C(C=C1)C1CCCCC1 N-(2-(4-(azidomethyl)piperidin-1-yl)ethyl)-4-cyclohexylbenzenesulfonamide